C1(CCCCC1)[C@@H](C(=O)NC=1C=C2CC(CC2=CC1)(N1CC2(CC2)CNC1=O)C(NC1=CC(=CC=C1)F)=O)NC(=O)C1=CC=NN1C N-((1S)-1-cyclohexyl-2-((2-((3-fluorophenyl)carbamoyl)-2-(6-oxo-5,7-diazaspiro[2.5]octan-5-yl)-2,3-dihydro-1H-inden-5-yl)amino)-2-oxoethyl)-1-methyl-1H-pyrazole-5-carboxamide